FC(C(=O)O)(F)F.CN1C(N(C2=C1C=C(C=C2)N2CCNCC2)C2C(NC(CC2)=O)=O)=O 3-[3-methyl-2-oxo-5-(piperazin-1-yl)-1,3-benzodiazol-1-yl]piperidine-2,6-dione trifluoroacetate